ethyl 2-(4-bromophenyl)-7-[1-(tert-butoxycarbonyl)piperidin-4-yl]-2H-pyrazolo[4,3-b]pyridine-3-carboxylate BrC1=CC=C(C=C1)N1N=C2C(N=CC=C2C2CCN(CC2)C(=O)OC(C)(C)C)=C1C(=O)OCC